Cl.P(=O)(OCC1(N2CCC(C1=O)CC2)COC)(OCC2(N1CCC(C2=O)CC1)COC)OCC1(N2CCC(C1=O)CC2)COC tris((2-(methoxymethyl)-3-oxoquinuclidin-2-yl) methyl) phosphate hydrochloride